S(=O)(=O)(ON1[C@@H]2CC[C@H](N(C1=O)C2)C(NC(=O)[C@@H]2CN(CCC2)C(C)=O)=N)[O-].[Na+] Sodium (2S,5R)-2-(N-((S)-1-acetylpiperidine-3-carbonyl) carbamimidoyl)-7-oxo-1,6-diazabicyclo[3.2.1]octan-6-yl sulfate